ClC1=CC=C(C=C1)C1=CC=C(O1)\C=C\1/CC(CC2=C(C3=CC=CC=C3N=C12)C(=O)O)C (E)-4-((5-(4-chlorophenyl)furan-2-yl)methylene)-2-methyl-1,2,3,4-tetrahydroacridine-9-carboxylic acid